C1(CC1)C=1N(C(C=C(N1)C(=O)O)=O)CCN1CCCC1 2-cyclopropyl-6-oxo-1-(2-(pyrrolidin-1-yl)ethyl)-1,6-dihydropyrimidine-4-carboxylic acid